C1(=CC=CC=C1)C(C1=CC=CC=C1)=NC=1C=C2C(=CN(C2=CC1)C)[SH4]OOC 5-[(diphenylmethylidene)amino]-1-methyl-3-(methyldioxy-lambda6-thio)indole